ClC1=C(C=CC=C1)SC=1N=C2C(=NC1)NC(=N2)N2CCC(CC2)(N)C 1-(5-((2-chlorophenyl)thio)-1H-imidazo[4,5-b]pyrazin-2-yl)-4-methylpiperidin-4-amine